C1(=CC=CC2=CC=CC=C12)C1=C(C=CC=C1)C1=C(C2=CC3=CC=CC=C3C=C2C=C1)C1=COC=2C1=CC=C1C2C=CC2=CC=CC=C21 (naphthylphenyl)(naphthobenzofuranyl)anthracene